N-(3-chloro-4-fluorophenyl)-4-(5-hydroxyoctahydropentalen-2-yl)-1-methyl-1H-imidazole-5-carboxamide ClC=1C=C(C=CC1F)NC(=O)C1=C(N=CN1C)C1CC2CC(CC2C1)O